3-methylsulfonylphenyl-5-(trifluoromethyl)pyridine-3-carboxamide CS(=O)(=O)C=1C=C(C=CC1)C1=NC=C(C=C1C(=O)N)C(F)(F)F